5-methyl-6-octyl-[1,2,3]triazolo[1,5-a]pyrimidin-7-amine CC1=NC=2N(C(=C1CCCCCCCC)N)N=NC2